3-ethyl-1-vinylimidazolium-bis(trifluoromethanesulfonyl)imide [N-](S(=O)(=O)C(F)(F)F)S(=O)(=O)C(F)(F)F.C(C)[N+]1=CN(C=C1)C=C